5-(benzyloxy)-2-methyl-N-(1-methyl-1H-pyrazol-3-yl)-2H-indazole-3-carboxamide C(C1=CC=CC=C1)OC1=CC2=C(N(N=C2C=C1)C)C(=O)NC1=NN(C=C1)C